N-((2-methoxy-5-(1-methoxycyclopentyl)phenyl)sulfonyl)-5-(pyridin-2-yl)quinoline-2-carboxamide COC1=C(C=C(C=C1)C1(CCCC1)OC)S(=O)(=O)NC(=O)C1=NC2=CC=CC(=C2C=C1)C1=NC=CC=C1